C1(=CC=CC=C1)C1=NC(=NC2=C3C(=C(C=C12)C1=CC=CC=C1)C=CC=C3)N3C1=C(C=2C=CC4=C(C32)OC3=C4C=CC=C3)C(C3=CC=CC=C31)(C)C 12-(4,6-diphenylbenzo[h]quinazolin-2-yl)-7,7-dimethyl-7,12-dihydrobenzofuro[3,2-g]indeno[1,2-b]indole